O=C1NC(CCC1N1C(C2=CC=CC(=C2C1=O)CNC(=O)C1[C@H]2C=C[C@@H](C1)C2=O)=O)=O (1R,4R)-N-((2-(2,6-dioxopiperidin-3-yl)-1,3-dioxoisoindolin-4-yl)methyl)-7-oxobicyclo[2.2.1]hept-5-ene-2-carboxamide